C(C)(C)(C)OC(=O)N1C(C2=C(C=CC(=C2C1)C1=CN=C2N1C=CC(=C2)F)N)=O 7-amino-4-(7-fluoroimidazo[1,2-a]pyridin-3-yl)-1-oxo-isoindoline-2-carboxylic acid tert-butyl ester